4-(10-oxo-6,7,8,10-tetrahydro-5H-pyrido[1,2-a]thiazolo[5,4-d]pyrimidin-2-yl)benzonitrile O=C1C2=C(N=C3N1CCCC3)SC(=N2)C2=CC=C(C#N)C=C2